ClC=1C(=CC2=C([C@@H]([C@](O2)(C2=CC=CC=C2)CNC2CCC(CC2)(C)O)C)C1C1=C(C(=O)N)C=CC(=C1F)OC[C@H](C)O)F 2-((2S,3S,4S)-5-Chloro-6-fluoro-2-((((cis)-4-hydroxy-4-methylcyclohexyl)amino)methyl)-3-methyl-2-phenyl-2,3-dihydrobenzofuran-4-yl)-3-fluoro-4-((S)-2-hydroxypropoxy)benzamide